N=P.[Cu+] copper (I) iminophosphine